2-hydroxy-2-methyl-1-(4-vinylphenyl)propan-1-one OC(C(=O)C1=CC=C(C=C1)C=C)(C)C